N-[cis-5-(cyclopropylcarbamoyl)tetrahydrofuran-3-yl]-3-(3,5-difluorophenyl)-5-methyl-4H-isoxazole-5-carboxamide C1(CC1)NC(=O)[C@@H]1C[C@@H](CO1)NC(=O)C1(CC(=NO1)C1=CC(=CC(=C1)F)F)C